FC=1C(=C(C=CC1F)[C@H]1[C@@H](O[C@]([C@H]1OCC)(C(F)(F)F)C)C(=O)NC1=CC(=NC=C1)C(=O)N)OC 4-((2R,3R,4S,5R)-3-(3,4-difluoro-2-methoxyphenyl)-4-ethoxy-5-methyl-5-(trifluoromethyl)tetrahydrofuran-2-carboxamido)picolinamide